isoxazolo[4,5-d]-1,2,3-thiadiazole N1=NSC2=C1C=NO2